C(C)(C)(C)OC(=O)N1CCN(CC(C1)O)C(C1=CC(=CC=C1)S(NC1=NC(=CC(=N1)Cl)C1=C(C=CC=C1C)C)(=O)=O)=O 4-{3-[4-Chloro-6-(2,6-dimethyl-phenyl)-pyrimidin-2-ylsulfamoyl]-benzoyl}-6-hydroxy-[1,4]diazepane-1-carboxylic acid tert-butyl ester